C[C@H]1[C@@H](NC1)C(=O)OC methyl (2R,3R)-3-methylazetidine-2-carboxylate